triazolethione C1=NN=NC1=S